C1=CC=CC=2C3=CC=CC=C3C(C12)COC(=O)N[C@H](C(=O)O)CC1=CC=C(C=C1)C=1C=NN2C1C=CC=C2 (S)-2-((((9H-fluoren-9-yl)methoxy)carbonyl)amino)-3-(4-(pyrazolo[1,5-a]pyridin-3-yl)phenyl)propanoic acid